C1CCC2=CC(=CC=C12)C1[C@@H]2CN(C[C@H]12)C(=O)C1CC2(C1)NC(OC2)=O 2-((1R,5S,6S)-6-(2,3-dihydro-1H-inden-5-yl)-3-azabicyclo[3.1.0]hexane-3-carbonyl)-7-oxa-5-azaspiro[3.4]octan-6-one